N[C@H]1C2N(CC1CC2)C(=O)C2=CC1=C(C(=C(O1)C1=CC=3C(=NC(=CC3)C3=CC(=C(C(=O)N)C=C3)F)N1CC1CC1)C)C=C2 4-(2-(6-((7R)-7-amino-2-azabicyclo[2.2.1]heptane-2-carbonyl)-3-methylbenzofuran-2-yl)-1-(cyclopropylmethyl)-1H-pyrrolo[2,3-b]pyridin-6-yl)-2-fluorobenzamide